5-bromo-2,3-difluorobenzonitrile BrC=1C=C(C(=C(C#N)C1)F)F